tert-butoxycarbonyl-D-proline C(C)(C)(C)OC(=O)N1[C@H](CCC1)C(=O)O